3-bromo-1-isopropyl-4-methoxy-1H-pyrazolo[3,4-d]pyridazine BrC1=NN(C2=CN=NC(=C21)OC)C(C)C